3-(1-tert-butoxycarbonyl-indolin-2-yl)propionic acid C(C)(C)(C)OC(=O)N1C(CC2=CC=CC=C12)CCC(=O)O